C(C1=CC=CC=C1)OC1=CC2=C(SC(O2)=O)C=C1 6-(benzyloxy)benzo[d][1,3]oxathiolan-2-one